C(C1=CC=CC=C1)OC(=O)N1CCC(CC1)CS 4-(mercaptomethyl)piperidine-1-carboxylic acid benzyl ester